COC(=O)C=1N(C(=C(N1)C#CC1=CC(=NC=C1)F)C)C=1C=NC(=CC1)C 4-[2-(2-fluoro-4-pyridinyl)ethynyl]-5-methyl-1-(6-methyl-3-pyridinyl)imidazole-2-carboxylic acid methyl ester